O1CC(CC1)OC1=C(C=CC=C1)C(C(=O)N)=C 2-((tetrahydrofuran-3-yl)oxyphenyl)acrylamide